C(CCCCCCCCCCCCC)(=O)OCCCCCCCCCCCCCCCCCC Tetradecanoic acid, octadecyl ester